OC(COC(CCCCCCCC=CCC=CCC=CCC)=O)CO.FC(C=1C=C(C(=O)N2C3=C(SCC2)C(=CN=C3)C3=CC=C(C#N)C=C3)C=CC1)(F)F 4-(4-(3-(Trifluoromethyl)benzoyl)-3,4-dihydro-2H-pyrido[4,3-b][1,4]thiazin-8-yl)benzonitrile 2,3-dihydroxypropyl-9,12,15-octadecatrienoate